CC=1C(=NC(=NC1)NC1CCOCC1)C1=CC=C2CN(C(C2=C1)=O)CC(N1CC2=CC=CC=C2CC1)=O 6-{5-methyl-2-[(oxan-4-yl)amino]pyrimidin-4-yl}-2-[2-oxo-2-(1,2,3,4-tetrahydroisoquinolin-2-yl)ethyl]-2,3-dihydro-1H-isoindol-1-one